C(C)OC(=O)C1=NC(=C(N=C1N1CCC2(C([C@@H](OC2)C)=O)CC1)C)Br (S)-6-bromo-5-methyl-3-(3-methyl-4-oxo-2-oxa-8-azaspiro[4.5]decan-8-yl)pyrazine-2-carboxylic acid ethyl ester